methoxyhafnium tribromide [Br-].[Br-].[Br-].CO[Hf+3]